N-(5-cyano-1-ethyl-1H-pyrazol-4-yl)-6-(difluoromethyl)-1-(phenylsulfonyl)-1H-indole-3-sulfonamide C(#N)C1=C(C=NN1CC)NS(=O)(=O)C1=CN(C2=CC(=CC=C12)C(F)F)S(=O)(=O)C1=CC=CC=C1